4-(3-Chloroanilino)-2'-{(2R)-3-[(5,8-dimethyl-5,6,7,8-tetrahydro-1,8-naphthyridin-4-yl)oxy]-2-methylpropyl}-2',3'-dihydrospiro[cyclohexane-1,1'-indene]-4-carboxylic acid ClC=1C=C(NC2(CCC3(C(CC4=CC=CC=C34)C[C@H](COC3=CC=NC=4N(CCC(C34)C)C)C)CC2)C(=O)O)C=CC1